2-(perfluorohexyl)ethyl mercaptan FC(C(C(C(C(C(F)(F)F)(F)F)(F)F)(F)F)(F)F)(CCS)F